dodecan-4,8-dien-1-ol C(CCC=CCCC=CCCC)O